ClC1=NC(=C2N=CN(C2=N1)[C@@H]1O[C@@H]([C@H]([C@H]1O)O)CO)N1CCC(CC1)C1CCCCC1 (2R,3R,4S,5R)-2-[2-chloro-6-(4-cyclohexyl-1-piperidinyl)purin-9-yl]-5-(hydroxymethyl)tetrahydrofuran-3,4-diol